C(C)S(=O)(=O)C1=C(C=CC(=C1)C(F)(F)F)C=1N(C(=CN1)C=CI)C 2-(2-(ethylsulfonyl)-4-(trifluoromethyl)phenyl)-5-(2-iodovinyl)-1-methyl-1H-imidazole